N-((3S)-7-(3,8-diazabicyclo[3.2.1]octan-3-yl)chroman-3-yl)-1-ethyl-1H-pyrrolo[2,3-b]pyridine-5-carboxamide C12CN(CC(CC1)N2)C2=CC=C1C[C@@H](COC1=C2)NC(=O)C=2C=C1C(=NC2)N(C=C1)CC